BrC=1C=C2C3=C(C(NC3=CC=C2)=O)C1 4-Bromobenz[cd]indol-2(1H)-one